trans-N-(4-((5-chloropyridin-3-yl)oxy)cyclohexyl)-5-(4-fluorophenoxy)-2,2-dimethylpentanamide ClC=1C=C(C=NC1)O[C@@H]1CC[C@H](CC1)NC(C(CCCOC1=CC=C(C=C1)F)(C)C)=O